CC(C(=O)Cl)(CC)C 2,2-dimethylbutanoyl chloride